C(C=C)(=O)OC(CCCCCC)OC(C=C)=O heptanediol diacrylate